[Li].FCC 2-fluoroethane lithium